C(C)(=O)C1=NN(C2=CC=C(C=C12)C=1C=NC(=NC1)C)CC(=O)N1[C@@H](C[C@H](C1)F)C(=O)NC[C@@H]1C(C1)(Cl)Cl (2S,4R)-1-(2-(3-acetyl-5-(2-methylpyrimidin-5-yl)-1H-indazol-1-yl)acetyl)-N-(((R)-2,2-dichlorocyclopropyl)methyl)-4-fluoropyrrolidine-2-carboxamide